(2S,3R,4S,5R)-3-[(tert-butyldimethylsilyl)oxy]-4-fluoro-5-(5-fluoro-2,4-dioxo-3H-pyrimidin-1-yl)oxolane-2-carbaldehyde [Si](C)(C)(C(C)(C)C)O[C@@H]1[C@H](O[C@H]([C@H]1F)N1C(NC(C(=C1)F)=O)=O)C=O